FC=1C=C(C=CC1)[B-](C1=CC(=CC=C1)F)(C1=CC(=CC=C1)F)C1=CC(=CC=C1)F.CN(C)C(N(C)C)=N\C(=[NH+]/C1CCCCC1)\NC1CCCCC1 (Z)-{[bis(dimethylamino)methylidene]amino}-N-cyclohexyl(cyclohexylamino)methaniminium tetrakis(3-fluorophenyl)borate